3-(4-(9-(3-(imidazo[1,2-a]pyridin-2-yl)benzoyl)-3,9-diazaspiro[5.5]undec-3-Carbonyl)benzamido)thiophene-2-carboxamide N=1C(=CN2C1C=CC=C2)C=2C=C(C(=O)N1CCC3(CCN(CC3)C(=O)C3=CC=C(C(=O)NC4=C(SC=C4)C(=O)N)C=C3)CC1)C=CC2